silaneamine [SiH3]N